NC1=NC(=C2C(=N1)N(N=C2)CC2=CC(=C(C=C2)[N+](=O)[O-])C)C2=CC(=NC=C2)C#N 4-[6-amino-1-[(3-methyl-4-nitro-phenyl)methyl]pyrazolo[3,4-d]pyrimidin-4-yl]pyridine-2-carbonitrile